NCC[Si](OC)(OC)OC aminoethyl-trimethoxysilane